C1CC[C@@H]([C@H](C1)N)N (1s,2s)-(+)-1,2-cyclohexanediamine